CCCCCCCCC[C@@H]1[C@H](C(=O)NCC(=O)N[C@H](C(=O)N[C@H](C(=O)N[C@H](C(=O)N[C@H](C(=O)O1)C)C)CC(C)C)C(C)C)C The molecule is an emericellamide derived from N-[(2R,3R)-3-hydroxy-2-methyldodecanoyl]glycyl-L-valyl-L-leucyl-L-alanyl-L-alanine by the formal intramolecular condensation of the alcoholic hydroxy group with the C-terminal carboxylic acid group.